7-(5-chloro-2-(2-(1,2'-dimethyl-4'-oxo-7',8'-dihydro-4'H-spiro[piperidine-4,6'-quinazolin]-3'(5'H)-yl)ethoxy)phenyl)-5-methylthieno[3,2-b]pyridine-3-carboxylic acid ClC=1C=CC(=C(C1)C1=C2C(=NC(=C1)C)C(=CS2)C(=O)O)OCCN2C(=NC=1CCC3(CC1C2=O)CCN(CC3)C)C